[Cl-].[Cl-].C[SiH](C)[Zr+2](C1C(=CC2=C(C=CC=C12)C1=CC=CC=C1)C)C1C(=CC2=C(C=CC=C12)C1=CC=CC=C1)C Dimethylsilylbis(2-methyl-4-phenylindenyl)zirconium dichloride